4-(1-carboxyethyl)benzoic acid C(=O)(O)C(C)C1=CC=C(C(=O)O)C=C1